BrC=1C=C2N(C[C@@H](CNC2=O)O)C1 (R)-8-bromo-4-hydroxy-2,3,4,5-tetrahydro-1H-pyrrolo[1,2-a][1,4]diazepin-1-one